C(#N)C1=C(C=C(OC2C(C(C2(C)C)NC(=O)C2=CC=C(C=C2)N2CCC3(CN(CCO3)C3CC(C3)OC3=CC(=C(C(=O)OC)C=C3)OC)CC2)(C)C)C=C1C)C methyl 4-[3-[9-[4-[[3-(4-cyano-3,5-dimethyl-phenoxy)-2,2,4,4-tetramethyl-cyclobutyl] carbamoyl] phenyl]-1-oxa-4,9-diazaspiro[5.5]undecan-4-yl] cyclobutoxy]-2-methoxy-benzoate